FC1=C(C=CC(=C1C(=O)C1=NNC2=NC=C(C=C21)C2=CC(=CC=C2)[N+](=O)[O-])F)NS(=O)(=O)CCC N-(2,4-difluoro-3-(5-(3-nitrophenyl)-1H-pyrazolo[3,4-b]pyridine-3-carbonyl)-phenyl)propane-1-sulfonamide